CC1=C(OC2CN(C2)C=2C(=C(C(=O)O)C=CC2)N2C=CC=C2)C=CC(=C1)COC=1C=NC=CC1 3-(3-(2-methyl-4-((pyridin-3-yloxy)methyl)phenoxy)azetidin-1-yl)-2-(1H-pyrrol-1-yl)benzoic acid